N-(2,6-dichlorophenyl)-4-methoxypyrimidine-5-carboxamide ClC1=C(C(=CC=C1)Cl)NC(=O)C=1C(=NC=NC1)OC